1-(4-phenoxyphenyl)-3-(6-(piperazine-1-yl)pyridin-3-yl)imidazo[1,5-a]pyrazine-8-amine O(C1=CC=CC=C1)C1=CC=C(C=C1)C=1N=C(N2C1C(=NC=C2)N)C=2C=NC(=CC2)N2CCNCC2